2'-acetyl-3-chloro-4-[(3,5-difluoropyridin-2-yl)methoxy]-5'-methoxy-6-methyl-[1,4'-bipyridin]-2-one C(C)(=O)C1=NC=C(C(=C1)N1C(C(=C(C=C1C)OCC1=NC=C(C=C1F)F)Cl)=O)OC